2-(trifluoromethyl)-4H-pyrimido[1,2-b]pyridazin-4-one FC(C=1N=C2N(N=CC=C2)C(C1)=O)(F)F